(e)-3,3'-(diazene-1,2-diyl)bis(2-methylpropanenitrile) N(=N\CC(C#N)C)/CC(C#N)C